monomethylsulfuric acid COS(O)(=O)=O